C1(CC1)C1=CC=C(C=C1)N1N=C(C2=CC=C(C=C12)CC=1NC(=NN1)N)COC 5-((1-(4-cyclopropylphenyl)-3-(methoxymethyl)-1H-indazol-6-yl)methyl)-4H-1,2,4-triazol-3-amine